(+)-N-(3-chloro-4-(1,3-oxazol-5-yl)phenyl)chromane-3-carboxamide ClC=1C=C(C=CC1C1=CN=CO1)NC(=O)C1COC2=CC=CC=C2C1